CN1N=NC=2C1=NC=C(C2)C2=CC=C1C(=N2)SC(=N1)C1(CC(C1)OC(F)(F)F)O cis-1-(5-(3-methyl-3H-[1,2,3]triazolo[4,5-b]pyridin-6-yl)[1,3]thiazolo[5,4-b]pyridin-2-yl)-3-(trifluoromethoxy)cyclobutanol